NC12[C@H](CC(CC1)(CC2)NC(=O)[C@@H]2OC1=CC=C(C=C1C(C2)=O)C(F)(F)F)O (R)-N-((S)-4-amino-3-hydroxybicyclo[2.2.2]octan-1-yl)-4-oxo-6-(trifluoromethyl)chromane-2-carboxamide